1,2-bis(4-carboxyphenoxy)ethane C(=O)(O)C1=CC=C(OCCOC2=CC=C(C=C2)C(=O)O)C=C1